C(C)OC=1C(=CC(=NC1)/C(=N/O)/N)COC (Z)-5-ethoxy-N'-hydroxy-4-methoxymethylpyridineamidine